2-dipropylamino-ethanol C(CC)N(CCO)CCC